(E,Z)-3,13-octadecadienyl acetate C(C)(=O)OCC\C=C\CCCCCCCC\C=C/CCCC